N-(5-(4,4-difluoropiperidin-1-yl)-3-fluoroimidazo[1,2-c]pyrimidin-7-yl)-4-(methylsulfonyl)-2-(6-azaspiro[2.5]octan-6-yl)benzamide FC1(CCN(CC1)C1=NC(=CC=2N1C(=CN2)F)NC(C2=C(C=C(C=C2)S(=O)(=O)C)N2CCC1(CC1)CC2)=O)F